C[C@@H]1N(C[C@H](C1)OC1=NC(=CC2=C1C=CN2C)NC=2SC(=CN2)C)C(C=C)=O 1-((2S,4S)-2-methyl-4-((1-methyl-6-((5-methylthiazol-2-yl)amino)-1H-pyrrolo[3,2-c]pyridin-4-yl)oxy)pyrrolidin-1-yl)prop-2-en-1-one